NC=1C=C(C(=O)NCCN2C[C@@H](N([C@@H](C2)C)C(=O)OC(C)(C)C)C)C=C(C1)C(F)(F)F tert-butyl (2S,6R)-4-[2-[[3-amino-5-(trifluoromethyl)benzoyl]amino]ethyl]-2,6-dimethyl-piperazine-1-carboxylate